methyl 5-(3-methylphenyl)-1,3,4-oxadiazole-2-carboxylate CC=1C=C(C=CC1)C1=NN=C(O1)C(=O)OC